isopropylsulfamoyl-amide C(C)(C)NS(=O)(=O)[NH-]